2-[3-(2-tert-Butyl-4-chlorophenoxy)azetidin-1-yl]carbonyl-pyridine C(C)(C)(C)C1=C(OC2CN(C2)C(=O)C2=NC=CC=C2)C=CC(=C1)Cl